FC1=C(C(=CC=C1)F)C=1C=2C=3CCCC(CC3SC2NC([C@@H](N1)C)=O)(F)F (5S)-3-(2,6-difluorophenyl)-12,12-difluoro-5-methyl-9-thia-4,7-diazatricyclo[8.5.0.02,8]pentadeca-1(10),2(8),3-triene-6-one